FCCOC1=CC=CC=2C=C(OC21)C(C)NCC2(CCCCC2)O (((1-(7-(2-fluoroethoxy)benzofuran-2-yl)ethyl)amino)methyl)cyclohexanol